N1(CCCC1)C=CC=1N=NC=CC1 3-[2-pyrrolidin-1-ylvinyl]pyridazine